tert-butyl 5-(1-((3-(but-3-yn-1-ylcarbamoyl)phenyl)sulfonyl)-6-oxo-1,6-dihydropyridine-3-carboxamido)pentanoate C(CC#C)NC(=O)C=1C=C(C=CC1)S(=O)(=O)N1C=C(C=CC1=O)C(=O)NCCCCC(=O)OC(C)(C)C